C(CCC)OC1=C(C(=NC=C1)NC1=CC=C(C=C1)C(F)(F)F)C#N butoxy-2-[4-(trifluoromethyl)anilino]pyridine-3-carbonitrile